6-bromo-N-[5-(2,2-difluoroethyl)-4-methoxy-pyrimidin-2-yl]-7-methyl-1H-indole-3-sulfonamide BrC1=CC=C2C(=CNC2=C1C)S(=O)(=O)NC1=NC=C(C(=N1)OC)CC(F)F